3-(piperidin-1-yl)cyclopentan-1-amine N1(CCCCC1)C1CC(CC1)N